3-[2-(1,3-benzooxazol-5-yl)ethynyl]-1-[(3s,5r)-5-(methoxymethyl)-1-(prop-2-enoyl)pyrrolidin-3-yl]-5-(methylamino)pyrazole-4-carboxamide O1C=NC2=C1C=CC(=C2)C#CC2=NN(C(=C2C(=O)N)NC)[C@@H]2CN([C@H](C2)COC)C(C=C)=O